C(CCCCCCC\C=C/CCCCCCCC)(=O)OCC(C(C(=O)NCCCN(C)C)OC(CCCCCCC\C=C/CCCCCCCC)=O)(C)C 4-((3-(dimethylamino)propyl)amino)-2,2-dimethyl-4-oxobutane-1,3-diyl dioleate